5-bromo-4-fluoro-1,3-dihydro-2-benzofuran BrC1=C(C2=C(COC2)C=C1)F